(E)-4-methoxy-N-((8-(4-(trifluoromethyl)phenyl)imidazo[1,2-a]pyrazin-6-yl)methyl)but-2-enamide COC/C=C/C(=O)NCC=1N=C(C=2N(C1)C=CN2)C2=CC=C(C=C2)C(F)(F)F